tert-butyl 2-[7-[4-fluoro-2-(2-methoxyethoxy)phenyl]-4-(trifluoromethylsulfonyloxy)thieno[3,2-c]pyridin-6-yl]-6,7-dihydro-4H-pyrazolo[1,5-a]pyrazine-5-carboxylate FC1=CC(=C(C=C1)C=1C2=C(C(=NC1C1=NN3C(CN(CC3)C(=O)OC(C)(C)C)=C1)OS(=O)(=O)C(F)(F)F)C=CS2)OCCOC